(1R,2R)-N1,N2-dimethyl-1,2-cyclohexanediamine CN[C@H]1[C@@H](CCCC1)NC